3-[5-[1-(8-bromooctanoyl)-4-piperidyl]-1-oxo-isoindolin-2-yl]piperidine-2,6-dione BrCCCCCCCC(=O)N1CCC(CC1)C=1C=C2CN(C(C2=CC1)=O)C1C(NC(CC1)=O)=O